methyl 2-(3,3-dimethyl-5-oxo-morpholin-4-yl)acetate CC1(N(C(COC1)=O)CC(=O)OC)C